gold thiomaleate sodium [Na+].C(\C=C/C(=O)[O-])(=S)[O-].[Au+3].C(\C=C/C(=O)[O-])(=S)[O-]